N*2*-Isopropyl-5-(2-isopropyl-4,5-dimethoxy-benzyl)-pyrimidine-2,4-diamine C(C)(C)NC1=NC=C(C(=N1)N)CC1=C(C=C(C(=C1)OC)OC)C(C)C